C(=O)(O)[C@H]1NC[C@@H]([C@H]1N1CCN(CCN(CCN(CC1)CC(=O)O)CC(=O)O)CC(=O)O)O 2,2',2''-(10-((2S,3S,4S)-2-carboxy-4-hydroxypyrrolidin-3-yl)-1,4,7,10-tetraazacyclododecane-1,4,7-triyl)triacetic acid